BrCCN1CCOCC1 4-(2-bromoethyl)-morpholine